lithium diisobutyldithiophosphinate C(C(C)C)P([S-])(=S)CC(C)C.[Li+]